OCC=1C=C(C=CC1C)C(C(C(=O)O)(C)C)C1=C(C=2N(C=C1)C(=NN2)C(F)(F)F)C 3-(3-(Hydroxymethyl)-4-methylphenyl)-2,2-dimethyl-3-(8-methyl-3-(trifluoromethyl)-[1,2,4]triazolo[4,3-a]pyridin-7-yl)propanoic acid